C[C@@H]1CN(C[C@@H](O1)C)C=1C=CC=2N(C1)N=C(N2)C2=C1C=C(N=CC1=C(N=C2)NC)NC(=O)C2CC2 N-(5-(6-((2R,6S)-2,6-dimethylmorpholinyl)-[1,2,4]triazolo[1,5-a]pyridin-2-yl)-8-(methylamino)-2,7-naphthyridin-3-yl)cyclopropanecarboxamide